7,7-dimethyl-9-(trifluoromethyl)-6a,7,12,12a-tetrahydro-6H,13H-chromeno[3',4':5,6]thiopyrano[4,3-b]quinoline CC1(C2C(NC3=CC=C(C=C13)C(F)(F)F)C1=C(SC2)C=2C=CC=CC2OC1)C